3-(5-(((1S,2S)-2-(3-(2-chlorophenoxy)azetidin-1-yl)cyclohexyl)oxy)-1-oxoisoindolin-2-yl)piperidine-2,6-dione ClC1=C(OC2CN(C2)[C@@H]2[C@H](CCCC2)OC=2C=C3CN(C(C3=CC2)=O)C2C(NC(CC2)=O)=O)C=CC=C1